CC1=CC2=C(N=C(N=C2NCC=2SC=CC2)N2CCNCC2)C=N1 6-methyl-2-(piperazin-1-yl)-N-(thiophen-2-ylmethyl)pyrido[3,4-d]pyrimidin-4-amine